TETRAHYDROPTERIN N1=C(N)NC(=O)C=2NCCNC12